ClC=1C=C(C(=O)O)C=C(C1C)S(=O)(=O)C 3-chloro-4-methyl-5-(methylsulfonyl)-benzoic acid